1-(2-(pyridin-4-yl)-7,8,9,10-tetrahydro-6H-cyclohepta[b]quinolin-11-yl)pyrrolidin-3-amine hydrochloride Cl.N1=CC=C(C=C1)C=1C=C2C(=C3C(=NC2=CC1)CCCCC3)N3CC(CC3)N